methyl 3-isopropylimidazo[1,5-a]pyridine-7-carboxylate C(C)(C)C1=NC=C2N1C=CC(=C2)C(=O)OC